2-((S)-3-carboxybutanoyl)-4-chloro-6-hydroxybenzo[b]thiophen C(=O)(O)[C@H](CC(=O)C1=CC2=C(S1)C=C(C=C2Cl)O)C